NC1=C(C=C(C=N1)C=1C=C2N(N1)CC[C@@]21CN(CC1)C(=O)NC(C1=CC=CC=C1)C1CC1)C(F)(F)F (3S)-2'-[6-amino-5-(trifluoromethyl)pyridin-3-yl]-N-[cyclopropyl(phenyl)methyl]-5',6'-dihydrospiro[pyrrolidine-3,4'-pyrrolo[1,2-b]pyrazole]-1-carboxamide